tert-butyl (3aR)-1-oxo-3a,4,6,7-tetrahydro-3H-oxathiazolo[3,4-a]pyrazine-5-carboxylate O=S1OC[C@@H]2N1CCN(C2)C(=O)OC(C)(C)C